COC=1C=C(CN(C=2SC=C(N2)COCCOCCN2C(C=CC=C2)=O)CC2=CC(=CC=C2)OC)C=CC1 1-(2-(2-((2-(bis(3-methoxybenzyl)amino)thiazol-4-yl)methoxy)ethoxy)ethyl)pyridin-2(1H)-one